2-[6-Amino-5-[9-[2-[3-(azepin-1-yl)prop-1-ynyl]-4-pyridinyl]-3,9-diazaspiro[5.5]undec-3-yl]pyridazin-3-yl]phenol NC1=C(C=C(N=N1)C1=C(C=CC=C1)O)N1CCC2(CC1)CCN(CC2)C2=CC(=NC=C2)C#CCN2C=CC=CC=C2